tert-butyl 2-((3-(oct-3-yn-1-yl)-1,2,4-oxadiazol-5-yl)methyl)acrylate C(CC#CCCCC)C1=NOC(=N1)CC(C(=O)OC(C)(C)C)=C